cis-Benzyl 3-[[(tert-butoxy)carbonyl]amino]-4-(methoxymethyl)pyrrolidine-1-carboxylate C(C)(C)(C)OC(=O)N[C@@H]1CN(C[C@@H]1COC)C(=O)OCC1=CC=CC=C1